C(N)(=N)N1CCN(CC1)C1=CC=C(C=C1)NC(C1=C(C=C(C(=O)NC2=CC=C(C=C2)N2CCN(CC2)C(N)=N)C=C1)Cl)=O N1,N4-bis(4-(4-carbamimidoylpiperazin-1-yl)phenyl)-2-chloroterephthalamide